O=C(CN1C(C2=CC=CC=C2C1)=O)N1[C@@H](CCC1)C(F)(F)F 2-[2-oxo-2-[(2S)-2-(trifluoromethyl)pyrrolidin-1-yl]ethyl]isoindolin-1-one